(Z)-2-(4-((6-chloro-1H-indol-3-yl)methylene)-2,5-dioxoimidazolidin-1-yl)-2-(4-cyanophenyl)-N-(2-hydroxyethyl)acetamide ClC1=CC=C2C(=CNC2=C1)\C=C\1/NC(N(C1=O)C(C(=O)NCCO)C1=CC=C(C=C1)C#N)=O